C1(CC1)C1=CC=C(C=C1)CC(=O)N1CCC(CC1)N1C(NC2=C1C=CC=C2)=O (1-(2-(4-cyclopropylphenyl)acetyl)piperidin-4-yl)-1H-benzo[d]imidazol-2(3H)-one